CC=1C=NC=2N(C1)C=C(N2)CN2C(C1=CN=CC(=C1C=C2)C2=CC=CC=C2)=O 2-({6-methylimidazo[1,2-a]pyrimidin-2-yl}methyl)-5-phenyl-1,2-dihydro-2,7-naphthyridin-1-one